C(C=C)C1=C(C=C(C=C1O)CC=C)O 2,5-Bis(prop-2-enyl)benzene-1,3-diol